C(C1=CC=CC=C1)N1C(N=C(C2=C1N=C(C=C2)C(F)(F)F)O)=O 1-benzyl-4-hydroxy-7-(trifluoromethyl)pyrido[2,3-d]pyrimidin-2(1H)-one